OCC1SSC(CO)SS1 1,1'-dithio-bis(2-hydroxyethyl) disulfide